(1s,3s)-3-cyanocyclobutyl (8-amino-6-(8-methyl-2,3-dihydro-1H-pyrido[2,3-b][1,4]oxazin-7-yl)isoquinolin-3-yl)carbamate NC=1C=C(C=C2C=C(N=CC12)NC(OC1CC(C1)C#N)=O)C1=C(C2=C(OCCN2)N=C1)C